2-((3-Bromo-5-fluorobenzyl)oxy)-N-methylacetamide BrC=1C=C(COCC(=O)NC)C=C(C1)F